C1(CC1)OC1=CC=C2C(OC(C2=C1)P(OC)(OC)=O)=O dimethyl (6-cyclopropoxy-3-oxo-1,3-dihydroisobenzofuran-1-yl)phosphonate